C1(CC1)C1CN(C1)C(=O)C1=CC=C(C=C1)[C@H]1CC2(CC(C2)(F)F)CCN1CC1=C2C=CNC2=C(C=C1OC)C (R)-(3-cyclopropylazetidin-1-yl)(4-(2,2-difluoro-7-((5-methoxy-7-methyl-1H-indol-4-yl)methyl)-7-azaspiro[3.5]nonan-6-yl)phenyl)methanone